[1,3]selenazol [Se]1C=NC=C1